CN(C1CN(C1)CC(=O)NC1=CC=C(C=C1)C=1C=CC2=C(N(C=N2)C2=CC(=CC=C2)NS(=O)(=O)C)C1)C 2-(3-(dimethylamino)azetidin-1-yl)-N-(4-(1-(3-(methylsulfonamido)phenyl)-1H-benzo[d]imidazol-6-yl)phenyl)acetamide